BrCC(CC)O 1-bromobutan-2-ol